N-(6-cyano-5-(2-(methoxymethyl)tetrahydro-2H-pyran-4-yl)pyridin-2-yl)cyclopropanecarboxamide C(#N)C1=C(C=CC(=N1)NC(=O)C1CC1)C1CC(OCC1)COC